COC(=O)C=1SC(=C(C1NC(C)=O)Cl)Cl 3-Acetamido-4,5-dichlorothiophene-2-carboxylic acid methyl ester